1-(trans-3-((2-((1-Ethyl-1H-pyrazol-4-yl)amino)-7H-pyrrolo[2,3-d]pyrimidin-4-yl)oxy)-4-fluoropiperidin-1-yl)prop-2-en-1-on C(C)N1N=CC(=C1)NC=1N=C(C2=C(N1)NC=C2)O[C@@H]2CN(CC[C@H]2F)C(C=C)=O